C(C)C1=C2C(=CC(=CC2=CC=C1F)O)C1=CC=C2C(=NC(=NC2=C1F)OC[C@]12CCCN2C[C@@H](C1)F)N1C[C@]2(CC[C@@H](C1)N2)F 5-ethyl-6-fluoro-4-(8-fluoro-4-((1S,5S)-1-fluoro-3,8-diazabicyclo[3.2.1]octan-3-yl)-2-(((2R,7aS)-2-fluorotetrahydro-1H-pyrrolizin-7a(5H)-yl)methoxy)quinazolin-7-yl)naphthalen-2-ol